C1(CC1)NC(=O)C1CNC=2N(C1)N=C(C2C2=NN(C(C=C2)=O)C2=C(C=CC=C2)C)C2=CC=C(C=C2)F N-cyclopropyl-2-(4-fluorophenyl)-3-[1-(2-methylphenyl)-6-oxo-1,6-dihydropyridazin-3-yl]-4,5,6,7-tetrahydropyrazolo[1,5-a]pyrimidine-6-carboxamide